C(C)(C)(C)C=1C=C(N(N1)C1=CC=C(C=C1)CCN1CCOCC1)N 5-tert-butyl-2-[4-(2-morpholinoethyl)phenyl]pyrazol-3-amine